ClC=1C=C(C(=NC1)OC)S(=O)(=O)NC1=C(C(=C(C=C1)F)C=1C=C2C=NC(=NC2=CC1)NC1CCC(CC1)N1C[C@@H](CC1)F)F 5-chloro-N-(2,4-difluoro-3-(2-(((1R,4r)-4-((R)-3-fluoropyrrolidin-1-yl)cyclohexyl)amino)quinazolin-6-yl)phenyl)-2-methoxypyridine-3-sulfonamide